2-[(3-bromo-2-fluoro-phenyl)methyl]-4-methyl-3-oxo-pyrrolidine-1-carboxylic acid benzyl ester C(C1=CC=CC=C1)OC(=O)N1C(C(C(C1)C)=O)CC1=C(C(=CC=C1)Br)F